CC1=C(C(=NO1)C=1C=NC(=CC1)C)COC1=CC=C(N=N1)C(=O)NCC(F)(F)F 6-((5-Methyl-3-(6-methylpyridin-3-yl)isoxazol-4-yl)methoxy)-N-(2,2,2-trifluoroethyl)pyridazin-3-carboxamid